2,2,2-trifluoro-N-(5-methylimidazo[1,2-a]pyridin-2-yl)acetamide FC(C(=O)NC=1N=C2N(C(=CC=C2)C)C1)(F)F